5-((1-(3-Fluoropropyl)azetidin-3-yl)amino)pyridinaldehyde FCCCN1CC(C1)NC=1C=CC(=NC1)C=O